tert-butyl (R)-3-(6-(bis(4-methoxybenzyl)amino)-3-iodopyridin-2-yl)-4-chloro-1-fluoro-12-oxo-6a,7,9,10-tetrahydro-12H-pyrazino[2,1-c]pyrido[3,4-f][1,4]oxazepine-8(6H)-carboxylate COC1=CC=C(CN(C2=CC=C(C(=N2)C2=C(C3=C(C(N4[C@@H](CO3)CN(CC4)C(=O)OC(C)(C)C)=O)C(=N2)F)Cl)I)CC2=CC=C(C=C2)OC)C=C1